Anti-4-Hydroxynonenal OC(C=CC=O)CCCCC